C(C)(C)(C)OC(=O)N1CCC2(CC1)CC=C(CC2)C2=C(C1=C(N=CN=C1N)N2C)C=2C=NC(=CC2)C2CC2 9-(4-amino-5-(6-cyclopropylpyridin-3-yl)-7-methyl-7H-pyrrolo[2,3-d]pyrimidin-6-yl)-3-azaspiro[5.5]undec-8-ene-3-carboxylic acid tert-butyl ester